C1(=CC=CC=C1)C1=CC=C(O1)CCC(=O)O 3-(5-phenyl-2-furyl)propanoic acid